1,3,5-Tris(4-t-butyl-3-hydroxy-2,6-dimethylbenzyl)-1,3,5-triazine C(C)(C)(C)C1=C(C(=C(CN2CN(CN(C2)CC2=C(C(=C(C=C2C)C(C)(C)C)O)C)CC2=C(C(=C(C=C2C)C(C)(C)C)O)C)C(=C1)C)C)O